6-chloro-N-cyclopropyl-8-{[(4-methoxyphenyl)methyl](methyl)amino}imidazo[1,2-b]pyridazine-3-carboxamide ClC=1C=C(C=2N(N1)C(=CN2)C(=O)NC2CC2)N(C)CC2=CC=C(C=C2)OC